[2-cyano-5-{[2,6-dimethyl-4-(2-phenylethoxy)benzoyl]amino}-4-(trifluoromethyl)phenyl]acetic acid C(#N)C1=C(C=C(C(=C1)C(F)(F)F)NC(C1=C(C=C(C=C1C)OCCC1=CC=CC=C1)C)=O)CC(=O)O